racemic-3-(3-chloro-4-fluoro-phenyl)-1-methyl-1-[1-[1-(1,2,4-triazol-1-yl)-4-isoquinolyl]ethyl]urea ClC=1C=C(C=CC1F)NC(N([C@H](C)C1=CN=C(C2=CC=CC=C12)N1N=CN=C1)C)=O |r|